C(=C)C1=C2C(=NC=C1)C(=C(N2COCC[Si](C)(C)C)C2=CC(=NC=C2)N)C2=NC=CC=C2 4-[7-ethenyl-3-(pyridin-2-yl)-1-{[2-(trimethylsilyl)ethoxy]methyl}-1H-pyrrolo[3,2-b]pyridin-2-yl]pyridin-2-amine